3-[(3S)-4,4-difluorotetrahydrofuran-3-yl]-1-[(1R)-1-(3-ethyl-4-pyridyl)ethyl]-1-methyl-urea FC1([C@H](COC1)NC(N(C)[C@H](C)C1=C(C=NC=C1)CC)=O)F